C1(CC1)OCC1=CC=C(C=C1)NC(=O)C=1C=C(C=CC1)C=1C=NC(=C(C(=O)OC)C1)C methyl 5-(3-((4-(cyclopropoxymethyl)phenyl)carbamoyl)phenyl)-2-methylnicotinate